1-methyl-1H-pyrazolo[3,4-d]pyrimidine-4,6-diamine CN1N=CC=2C1=NC(=NC2N)N